INDOLO[3,2,1-JK]CARBAZOLE-6-CARBONITRIL C1=C2C=3C=CC=CC3N3C2=C(C=C1)C1=CC=C(C=C13)C#N